3-O-α-D-glucopyranosyl-L-ascorbic acid [C@H]1([C@H](O)[C@@H](O)[C@H](O)[C@H](O1)CO)OC1=C(C(=O)O[C@@H]1[C@@H](O)CO)O